5-fluoro-3,4-dihydroquinolin-2(1H)-one FC1=C2CCC(NC2=CC=C1)=O